(1-(4-methylthiothiophen-2-yl)cyclopropyl)methylamine CSC=1C=C(SC1)C1(CC1)CN